1-(3,5-dichloro-2-hydroxyphenyl)ethanone ethyl-2-cyano-4,4-diethoxybutanoate C(C)OC(C(CC(OCC)OCC)C#N)=O.ClC=1C(=C(C=C(C1)Cl)C(C)=O)O